2-(1-acryloyl-4-(7-(3,4-dihydroquinolin-1(2H)-yl)-2-(3-(dimethylamino)azetidin-1-yl)-5,6,7,8-tetrahydroquinazolin-4-yl)piperazin-2-yl)acetonitrile C(C=C)(=O)N1C(CN(CC1)C1=NC(=NC=2CC(CCC12)N1CCCC2=CC=CC=C12)N1CC(C1)N(C)C)CC#N